3-{[6-({3-Cyano-6-[(3-hydroxyadamantan-1-yl)amino]imidazo[1,2-b]pyridazin-8-yl}amino)pyridin-2-yl]formamido}-3-methylbutanamid C(#N)C1=CN=C2N1N=C(C=C2NC2=CC=CC(=N2)C(=O)NC(CC(=O)N)(C)C)NC21CC3(CC(CC(C2)C3)C1)O